[4-(5-amino-2,2-dimethyl-3H-furo[2,3-b]pyridin-6-yl)piperazin-1-yl]acetamide NC=1C=C2C(=NC1N1CCN(CC1)CC(=O)N)OC(C2)(C)C